3-((4-((4-(1-(2,2,2-Trifluoroethyl)-1H-pyrazol-4-yl)-5-(trifluoromethyl)pyrimidin-2-yl)amino)piperidin-1-yl)sulfonyl)benzyl methanesulfonate CS(=O)(=O)OCC1=CC(=CC=C1)S(=O)(=O)N1CCC(CC1)NC1=NC=C(C(=N1)C=1C=NN(C1)CC(F)(F)F)C(F)(F)F